tert-butyl 4-[[(1S,5R,6S)-6-[2-[4-benzyloxy-2-fluoro-3-(1,1,4-trioxo-1,2,5-thiadiazolidin-2-yl)phenyl]ethynyl]-3-azabicyclo[3.1.0]hexan-3-yl]sulfonyl]piperidine-1-carboxylate C(C1=CC=CC=C1)OC1=C(C(=C(C=C1)C#CC1[C@H]2CN(C[C@@H]12)S(=O)(=O)C1CCN(CC1)C(=O)OC(C)(C)C)F)N1S(NC(C1)=O)(=O)=O